4-[2-chloro-4-(6-chloro-4-cyclobutoxy-pyridin-2-yl)-6-fluoro-phenoxy]-butyric acid ClC1=C(OCCCC(=O)O)C(=CC(=C1)C1=NC(=CC(=C1)OC1CCC1)Cl)F